ClC1=CC(=C(C=N1)C(C)=O)NCC1=C(C=C(C=C1)OC)OC 1-(6-chloro-4-((2,4-dimethoxybenzyl)amino)pyridin-3-yl)ethan-1-one